(S)-1-(5-(methoxymethyl)-1,3,4-oxadiazol-2-yl)-2,2-dimethylpropan-1-amine COCC1=NN=C(O1)[C@H](C(C)(C)C)N